[N+](=O)([O-])C=1C=C2C=NN(C2=CC1)[C@@H]1COCC1 5-nitro-1-[(3S)-tetrahydro-3-furyl]indazol